N-(2-(1-((3-aminopyrrolidin-1-yl)methyl)-6-chloro-1,3,4,9-tetrahydro-2H-pyrido[3,4-b]indol-2-yl)ethyl)-5-chloro-6-(trifluoromethyl)pyridin-2-amine triformate C(=O)O.C(=O)O.C(=O)O.NC1CN(CC1)CC1N(CCC2=C1NC1=CC=C(C=C21)Cl)CCNC2=NC(=C(C=C2)Cl)C(F)(F)F